N-(2-(4-chloro-1-isopropyl-1H-pyrazol-5-yl)-4,5,6,7-tetrahydropyrazolo[1,5-a]pyridin-4-yl)-2-methylpropane-2-sulfinamide ClC=1C=NN(C1C1=NN2C(C(CCC2)NS(=O)C(C)(C)C)=C1)C(C)C